5-amino-2,3-dihydroxyhexanedioic acid NC(CC(C(C(=O)O)O)O)C(=O)O